COC1=C(CNC(=O)C2=NC(=C3C(=N2)N(N=C3)C)C=3N(C=C(N3)C3=CC(=NN3CC)C)C)C=CC(=C1)OC N-(2,4-dimethoxybenzyl)-4-(4-(1-ethyl-3-methyl-1H-pyrazol-5-yl)-1-methyl-1H-imidazol-2-yl)-1-methyl-1H-pyrazolo[3,4-d]pyrimidine-6-carboxamide